C(C)(C)(C)C=1C=C(O[C@H]2CC3(CN(C3)C(=O)C3CC(C3)(C)O)CC2)C=CC1 |r| (rac)-(6-(3-(tert-Butyl)phenoxy)-2-azaspiro[3.4]octan-2-yl)((1s,3s)-3-hydroxy-3-methylcyclobutyl)methanon